N1CC(C1)N1C=CC2=CC(=CC=C12)Cl 1-(azetidin-3-yl)-5-chloro-1H-indole